3-fluoro-5-{[1,2,4]triazolo[1,5-a]pyridin-5-yl}pyridine-2-carbonitrile FC=1C(=NC=C(C1)C1=CC=CC=2N1N=CN2)C#N